methyl 2-(3-methoxybenzoyl)-4-(4-methoxyphenyl)-4-oxobutanoate COC=1C=C(C(=O)C(C(=O)OC)CC(=O)C2=CC=C(C=C2)OC)C=CC1